(R) or (S)-5-(hydroxymethyl)-1-isopropyl-N'-((3-methyl-2-(trifluoromethyl)-6,7-dihydro-5H-cyclopenta[b]pyridin-4-yl)carbamoyl)-1H-pyrazole-3-sulfonimidamide OCC1=CC(=NN1C(C)C)[S@@](=O)(N)=NC(NC1=C2C(=NC(=C1C)C(F)(F)F)CCC2)=O |o1:10|